ClC=1C=C2C(=CNC2=CC1)CCCNS(=O)(=O)C1=CC=C(C=C1)O N-(3-(5-chloro-1H-indol-3-yl)propyl)-4-hydroxybenzenesulfonamide